3,8-diazabicyclo[3.2.1]oct-3-yl-(1H-1,2,3-triazol-4-yl)methanone (R)-(-)-Glycidyl-nosylate C([C@H]1CO1)OS(=O)(=O)C1=CC=C([N+](=O)[O-])C=C1.C12CN(CC(CC1)N2)C(=O)C=2N=NNC2